N(=C=O)C(CC)[Si](OC)(OC)OC 1-Isocyanatopropyl-trimethoxysilane